CC(CCNC(=O)C=1N=C(SC1)NS(=O)(=O)C)(C)C N-(3,3-dimethylbutyl)-2-(methylsulfonylamino)thiazole-4-carboxamide